2-[4-(1,1-dimethylpropyl)phenyl]-4,4,5,5-tetramethyl-1,3,2-dioxaborolane CC(CC)(C)C1=CC=C(C=C1)B1OC(C(O1)(C)C)(C)C